(3R)-3-(4-Chlorophenyl)-2-[(4-chlorophenyl)methyl]-6-(2-hydroxypropan-2-yl)-3-(oxolan-3-yloxy)-2,3-dihydro-1H-isoindol-1-on ClC1=CC=C(C=C1)[C@@]1(N(C(C2=CC(=CC=C12)C(C)(C)O)=O)CC1=CC=C(C=C1)Cl)OC1COCC1